4-chloro-9-methyl-7,8,9,10-tetrahydropyrimido[4',5':4,5]-thieno[2,3-b][1,6]naphthyridine ClC1=NC=NC2=C1SC1=NC=3CCN(CC3C=C12)C